tert-butyl ((4-fluoro-6-hydroxy-1H-indol-2-yl)methyl)carbamate FC1=C2C=C(NC2=CC(=C1)O)CNC(OC(C)(C)C)=O